CN(C(C)=O)CCNC N-methyl-N-(2-(methylamino)ethyl)acetamide